C(C)(C)N(C=O)C(C)C N,N-diisopropylformamide